1-{5-cyano-6-[(3R)-4-(cyclopropylcarbonyl)-3-methylpiperazin-1-yl]-2-(1-methyl-1H-pyrazol-4-yl)pyrimidin-4-yl}-3-cyclobutylurea C(#N)C=1C(=NC(=NC1N1C[C@H](N(CC1)C(=O)C1CC1)C)C=1C=NN(C1)C)NC(=O)NC1CCC1